FC=1C=2C=3C([C@H](N(C2C(=CC1)NC1=CC(=NC=C1C(CC([2H])([2H])[2H])=O)NC(=O)C1CC1)C)C)=NN(N3)C |r| (R/S)-N-(4-((9-fluoro-2,4,5-trimethyl-4,5-dihydro-2H-[1,2,3]triazolo[4,5-c]quinolin-6-yl)amino)-5-(propanoyl-3,3,3-d3)pyridin-2-yl)cyclopropanecarboxamide